hexahydroimidazo[5,1-b]thiazole-7-carboxylic acid S1C2N(CC1)CNC2C(=O)O